6-(1-(5-chloro-7-((2-(methylamino)-1H-imidazol-1-yl)methyl)-1-oxo-3,4-dihydroisoquinolin-2(1H)-yl)ethyl)-4-ethoxynicotinonitrile ClC1=C2CCN(C(C2=CC(=C1)CN1C(=NC=C1)NC)=O)C(C)C1=NC=C(C#N)C(=C1)OCC